4-naphthoquinonesulfanilamide C1(C(=CC(C2=CC=CC=C12)=O)C1=CC(=CC=C1S(=O)(=O)N)N)=O